3-diethylaminopropylamine tetrazolium salt [NH+]=1NN=NC1.C(C)N(CCCN)CC